2,2,6,6-tetramethyl-1-piperidinethanol CC1(N(C(CCC1)(C)C)CCO)C